2-hydroxy-3-[(2-hydroxy-1,1-dimethylethyl)amino]-1-propanesulfonic acid OC(CS(=O)(=O)O)CNC(CO)(C)C